glycidoxymethylmethyldiethoxysilane C(C1CO1)OC[Si](OCC)(OCC)C